C1(CC=CC1)CCCN[C@@H]1C=C([C@@H]([C@@H]([C@H]1O)O)O)CF (1S,2S,3S,6R)-6-((3-(cyclopent-3-en-1-yl)propyl)amino)-4-(fluoromethyl)cyclohex-4-ene-1,2,3-triol